ClCC1=C(OCCCCN2N=NC3=C2C=CC(=C3C)C(CC(=O)OCC)C3=CC(=C(C=C3)OC)CN3S(OC2=C(C3)C=C(C=C2)O)(=O)=O)C=CC=C1 ethyl 3-(1-{4-[2-(chloromethyl)phenoxy]butyl}-4-methyl-1H-benzotriazol-5-yl)-3-{3-[(6-hydroxy-2,2-dioxo-2H-1,2λ6,3-benzoxathiazin-3(4H)-yl)methyl]-4-methoxyphenyl}propanoate